CC=1C(=CC2C(N1)NC=N2)C2CCN(CC2)C(=O)OC(C)(C)C tert-butyl 4-(5-methyl-3a,7a-dihydro-3H-imidazo[4,5-b]pyridin-6-yl)piperidine-1-carboxylate